ethylene ammonium iodide [I-].[NH4+].C=C